C(C1=CC=CC=C1)N1[C@@H]2[C@@H](N(C[C@H]1CC2)C(=O)OCCCC)CC=O butyl (1S,2S,5R)-8-benzyl-2-(2-oxoethyl)-3,8-diazabicyclo-[3.2.1]octane-3-carboxylate